O=C1N(C2=C(SC1)C=CC=C2)CCC(=O)NC2=NN=C(N2)C2=CC=CC=C2 3-(3-OXO-2H-BENZO[B][1,4]THIAZIN-4(3H)-YL)-N-(5-PHENYL-4H-1,2,4-TRIAZOL-3-YL)PROPANAMIDE